1-((5-(5-(difluoromethyl)-1,3,4-oxadiazol-2-yl)pyridin-2-yl)methyl)-5-fluoro-3-(1-isopropylpiperidin-4-yl)-1,3-dihydro-2H-benzo[d]imidazol-2-one FC(C1=NN=C(O1)C=1C=CC(=NC1)CN1C(N(C2=C1C=CC(=C2)F)C2CCN(CC2)C(C)C)=O)F